OC=1C=C(C=NC1OC)C1=CC=2N(C=C1)N=C(C2)NC(=O)NCCNC2=NC=CC=N2 1-(5-(5-hydroxy-6-methoxypyridin-3-yl)pyrazolo[1,5-A]pyridin-2-yl)-3-(2-(pyrimidin-2-ylamino)ethyl)urea